4-Methyl-2-[[4-(4-methyl-1-piperazinyl)-6-[[(tetrahydro-2-furanyl)methyl]amino]-2-pyrimidinyl]amino]-5-thiazolecarboxylic acid, ethyl ester CC=1N=C(SC1C(=O)OCC)NC1=NC(=CC(=N1)N1CCN(CC1)C)NCC1OCCC1